5-bromo-1-methyl-2-oxo-1,2-dihydropyridine-4-carboxylic acid methyl ester COC(=O)C1=CC(N(C=C1Br)C)=O